4-((5-(1-propenylpiperidin-4-yl)-1,5-dihydro-1,4,5,6,8-pentazaacenaphthylen-3-yl)amino)-N-(1-methyl-1H-pyrazol-4-yl)benzamide C(=CC)N1CCC(CC1)N1N=C(C2=CNC=3N=CN=C1C32)NC3=CC=C(C(=O)NC=2C=NN(C2)C)C=C3